4-(benzyloxy)-8-(6-fluoro-1-((trifluoromethyl)sulfonyl)-5-((triisopropylsilyl)ethynyl)-1H-benzo[f]indazol-4-yl)-9-methyl-2-(methylthio)-9H-pyrido[4',3':4,5]pyrrolo[2,3-d]pyrimidine C(C1=CC=CC=C1)OC=1C2=C(N=C(N1)SC)N(C1=C2C=CN=C1C1=C2C=NN(C2=CC2=C1C(=C(C=C2)F)C#C[Si](C(C)C)(C(C)C)C(C)C)S(=O)(=O)C(F)(F)F)C